N1(C=NCC1)C(=O)O Imidazolinic acid